CC(CCCC(=O)O)(C=CC)C 5,5-dimethyl-6-octenoic acid